Ethyl 2-{[4-(2-cyclopentylsulfanyl-pyridin-3-yl)-phenylamino]-methyl}-cyclopropanecarboxylate C1(CCCC1)SC1=NC=CC=C1C1=CC=C(C=C1)NCC1C(C1)C(=O)OCC